3-trifluoromethoxycinnamic acid FC(OC=1C=C(C=CC(=O)O)C=CC1)(F)F